4-acetyl-3,5-dimethylbenzaldehyde C(C)(=O)C1=C(C=C(C=O)C=C1C)C